OC1=C(C=C(C=C1C(C)(C)C1=CC=CC=C1)C(C)(C)CC(C)(C)C)N1N=C2C(=N1)C=CC=C2 2-(2-hydroxy-3-alpha-cumyl-5-tert-octylphenyl)-2H-benzotriazole